(R/S)-N-(4-(4-((1-(hydroxymethyl)cyclobutyl)amino)-5-oxido-6,7-dihydrothieno[3,2-d]pyrimidin-2-yl)phenyl)methanesulfonamide OCC1(CCC1)NC=1C2=C(N=C(N1)C1=CC=C(C=C1)NS(=O)(=O)C)CC[S@]2=O |r|